(S)-N-(1-amino-3-(3-fluorophenyl)propan-2-yl)-4-(5-methyl-7-oxo-5,6,7,8-tetrahydronaphthyridin-4-yl)furan-2-carboxamide NCC(CC1=CC(=CC=C1)F)NC(=O)C=1OC=C(C1)C1=CC=NC=2NC(C[C@@H](C12)C)=O